6-(2-chlorophenyl)-5-ethynyl-2-((2-methoxyphenyl)amino)-8-methylpyrido[2,3-d]pyrimidin-7(8H)-one ClC1=C(C=CC=C1)C1=C(C2=C(N=C(N=C2)NC2=C(C=CC=C2)OC)N(C1=O)C)C#C